(3S,4R)-4-(4-((S)-3-(dimethoxymethyl)-1-oxa-8-azaspiro[4.5]decan-8-yl)-3-fluorophenyl)-3-phenylchroman-7-ol COC([C@@H]1COC2(C1)CCN(CC2)C2=C(C=C(C=C2)[C@H]2[C@H](COC1=CC(=CC=C21)O)C2=CC=CC=C2)F)OC